(S)-2-(7-(2-(4-(4-Chlorophenyl)-2,3,9-trimethyl-6H-thieno[3,2-f][1,2,4]triazolo[4,3-a][1,4]diazepin-6-yl)acetamido)heptanamido)-N-(4,5-dimethylthiazol-2-yl)benzamide ClC1=CC=C(C=C1)C1=N[C@H](C=2N(C3=C1C(=C(S3)C)C)C(=NN2)C)CC(=O)NCCCCCCC(=O)NC2=C(C(=O)NC=3SC(=C(N3)C)C)C=CC=C2